BrC(C(=O)C=1C(=C(C=CC1)C=1C(=C(C(=CC1)F)S(=O)(=O)N)F)F)C1=NC(=NC=C1)Cl (3-(2-bromo-2-(2-chloropyrimidin-4-yl)acetyl)-2-fluorophenyl)-2,6-difluorobenzenesulfonamide